C1(CCCCC1)[C@@H](C(=O)N1[C@@H](CCC1)C(=O)NC1=C(N=NS1)C1=CC=CC=C1)NC([C@H](C)NC)=O (S)-1-[(S)-2-cyclohexyl-2-([S]-2-[methylamino]propanamido)acetyl]-N-(4-phenyl-1,2,3-thiadiazol-5-yl)pyrrolidine-2-carboxamide